Ethyl (2Z)-2-amino-2-(phenylhydrazono)acetate N\C(\C(=O)OCC)=N/NC1=CC=CC=C1